4,4-difluoro-2-(hydroxymethyl)-2-({2-methyl-5-[(pyridin-2-yl)methoxy]-2H-indazol-3-yl}formamido)butanamide FC(CC(C(=O)N)(NC(=O)C=1N(N=C2C=CC(=CC12)OCC1=NC=CC=C1)C)CO)F